3-(6-(2-chloro-4-fluoro-5-methoxyphenyl)-3-(5-fluoroisoquinolin-4-yl)-2,4-dioxo-3,4-dihydrothieno[3,2-d]pyrimidin-1(2H)-yl)propionitrile ClC1=C(C=C(C(=C1)F)OC)C1=CC=2N(C(N(C(C2S1)=O)C1=CN=CC2=CC=CC(=C12)F)=O)CCC#N